O=C1NC(CCC1N1C(C2=CC=C(C=C2C1)C#CCOCCOCCOCCC(=O)OCCCC)=O)=O butyl 3-(2-(2-((3-(2-(2,6-dioxopiperidin-3-yl)-1-oxoisoindolin-5-yl)prop-2-yn-1-yl)oxy)ethoxy)ethoxy)propanoate